CC1=NC(=NN1C1=CC=CC=C1)C(=O)O 5-methyl-1-phenyl-1H-1,2,4-triazole-3-carboxylic acid